[Cu]=S copper(II) sulfide